BrC1=CC=C(C=C1)C=1N=C(SC1)NC 4-(4-bromophenyl)-N-methylthiazol-2-amine